CC1CN(CC(O1)C)C(C#N)C#N 2-(2,6-dimethyl-morpholine-4-yl)malononitrile